(Z)-3-(5-(3-(1-(6-(5-fluoro-2-oxoindol-3-ylidene)-2-methyl-1,4,5,6-tetrahydrocyclopenta[b]pyrrole-3-carbonyl)azetidin-3-yl)prop-1-yn-1-yl)-1-oxoisoindol-2-yl)piperidine-2,6-dione FC=1C=C2/C(/C(NC2=CC1)=O)=C/1\CCC2=C1NC(=C2C(=O)N2CC(C2)CC#CC=2C=C1CN(C(C1=CC2)=O)C2C(NC(CC2)=O)=O)C